thieno[2,3-d]pyrimidin-4-ol N1=CN=C(C2=C1SC=C2)O